Benzyl N-[(1S)-2,2-dicyclopropyl-1-{5-[(2S,4R)-4-(difluoromethyl)-1-(3-fluorobicyclo-[1.1.1]pentane-1-carbonyl)-4-hydroxypiperidin-2-yl]-1H-imidazo[4,5-b]pyridin-2-yl}-ethyl]carbamate C1(CC1)C([C@@H](C=1NC=2C(=NC(=CC2)[C@H]2N(CC[C@](C2)(O)C(F)F)C(=O)C23CC(C2)(C3)F)N1)NC(OCC1=CC=CC=C1)=O)C1CC1